1-isobutyl-1H-tetrazol C(C(C)C)N1N=NN=C1